(2R,3S,4S,5R)-3-(3,4-difluoro-2-methoxyphenyl)-N-(cis-(1R,2S)-2-fluoro-1-hydroxy-2,3-Dihydro-1H-inden-5-yl)-4,5-dimethyl-5-(trifluoromethyl)tetrahydrofuran-2-carboxamide FC=1C(=C(C=CC1F)[C@H]1[C@@H](O[C@]([C@H]1C)(C(F)(F)F)C)C(=O)NC=1C=C2C[C@@H]([C@@H](C2=CC1)O)F)OC